C(C)(C)OC1=C(C=C(C=C1)C1=CC=C(C=C1)C1=CC2=C(N(N=N2)C(C)C)C=C1)C#N 4-isopropoxy-4'-(1-isopropyl-1H-benzo[d][1,2,3]triazol-5-yl)-[1,1'-biphenyl]-3-carbonitrile